oxygen rutinose O[C@H]1[C@H](O)[C@@H](O)[C@H](O)[C@H](O1)CO[C@H]1[C@H](O)[C@H](O)[C@@H](O)[C@@H](O1)C.[O]